tert-butyl ((6-oxo-2-(trifluoromethyl)-6,7-dihydro-5H-benzo[f]imidazo[1,2-d][1,4]diazepin-9-yl)methyl)carbamate O=C1NC2=C(C=3N(C1)C=C(N3)C(F)(F)F)C=CC(=C2)CNC(OC(C)(C)C)=O